4-[2-(2-aminophenyl)propan-2-yl]-N-[(3S)-piperidin-3-yl]-5-(trifluoromethyl)pyrimidin-2-amine NC1=C(C=CC=C1)C(C)(C)C1=NC(=NC=C1C(F)(F)F)N[C@@H]1CNCCC1